CC1(OB(OC1(C)C)C1=CC=C(C=C1)CN1CCOCC1)C 4-((4-(4,4,5,5-tetramethyl-1,3,2-dioxaborolan-2-yl)phenyl)methyl)morpholine